benzyl N-(4-(2-methoxyethyl(methyl)amino)cyclohexyl)carbamate COCCN(C1CCC(CC1)NC(OCC1=CC=CC=C1)=O)C